ethyl 8-fluoro-6-(N-(1-methylcyclopropyl)sulfamoyl)imidazo[1,5-a]pyridine-3-carboxylate FC=1C=2N(C=C(C1)S(NC1(CC1)C)(=O)=O)C(=NC2)C(=O)OCC